Ethyl (S)-4-hydroxy-2-methylbutanoate OCC[C@@H](C(=O)OCC)C